2-((tert-butoxycarbonyl)amino)phenyl trifluoromethanesulfonate FC(S(=O)(=O)OC1=C(C=CC=C1)NC(=O)OC(C)(C)C)(F)F